2-(2-ethylphenyl)phenol C(C)C1=C(C=CC=C1)C1=C(C=CC=C1)O